1-[3-(dibenzylamino)-2-fluoro-4-nitrophenyl]-3,3-difluorocyclobutanenitrile C(C1=CC=CC=C1)N(C=1C(=C(C=CC1[N+](=O)[O-])C1(CC(C1)(F)F)C#N)F)CC1=CC=CC=C1